4-methyl-3-(3-(p-tolyl)acryloyl)-1,7-naphthyridin-2(1H)-one CC1=C(C(NC2=CN=CC=C12)=O)C(C=CC1=CC=C(C=C1)C)=O